COC1=C(C=C2C(=NC(=NC2=C1)C)NC(C)C1=CC(=CC(=C1)C(F)(F)F)[N+](=O)[O-])O 7-methoxy-2-methyl-4-((1-(3-nitro-5-(trifluoromethyl)phenyl)ethyl)amino)quinazolin-6-ol